2-(4-methoxyphenyl)-10-methyl[1,2,4]triazolo[1,5-c]quinazolin COC1=CC=C(C=C1)C1=NN2C=NC=3C=CC=C(C3C2=N1)C